C(C)(C)(C)OC(=O)N[C@H](C=1N=C2N(N=CC(=C2)CC2(CC=CC2)C(=O)OC)C1)C1CCC(CC1)(F)F Methyl (S)-1-((2-(((tert-butoxycarbonyl)amino)(4,4-difluorocyclohexyl)methyl)imidazo[1,2-b]pyridazin-7-yl)methyl)cyclopent-3-ene-1-carboxylate